(isopropylidene)-aminooxyacetic acid 2-(methoxy)-2-oxoethyl ester COC(COC(C(ON)=C(C)C)=O)=O